C(C1=CC=CC=C1)N1C2(CC2)CC(CC1)OCC1=CC=CC=C1 4-benzyl-7-benzyloxy-4-azaspiro[2.5]octane